N-(7-chloro-6-(1-(4-hydroxy-3-methyltetrahydrofuran-3-yl)piperidin-4-yl)isoquinolin-3-yl)-2-(tetrahydro-2H-pyran-4-yl)propenamide ClC1=C(C=C2C=C(N=CC2=C1)NC(C(=C)C1CCOCC1)=O)C1CCN(CC1)C1(COCC1O)C